ClC=1C=C2CN(CC2=CC1)CC1=CC(C(=CO1)OCC1=CC=C(C(=O)N(C)C)C=C1)=O 4-(((6-((5-Chloroisoindolin-2-yl)methyl)-4-oxo-4H-pyran-3-yl)oxy)methyl)-N,N-dimethylbenzamide